1-(2,6-dimethylmorpholin-4-yl)octadecan CC1CN(CC(O1)C)CCCCCCCCCCCCCCCCCC